(4-amino-1-(5-(4-fluoro-2-methoxyphenyl)imidazo[2,1-b][1,3,4]thiadiazol-2-yl)piperidin-4-yl)methanol NC1(CCN(CC1)C1=NN2C(S1)=NC=C2C2=C(C=C(C=C2)F)OC)CO